(-)-7-amino-3-ethyl-2-methyl-5-((2-(1-(3-(methyl-sulfinyl)propyl)-1H-pyrazol-3-yl)ethyl)amino)pyrazolo[1,5-a]pyrimidine-6-carbonitrile NC1=C(C(=NC=2N1N=C(C2CC)C)NCCC2=NN(C=C2)CCCS(=O)C)C#N